(R)-1-((3R,4R)-4-(2-chlorophenyl)-1-(2,2,2-trifluoroethyl)pyrrolidine-3-carbonyl)-4-fluoro-N-((R,E)-4-(methylsulfonyl)but-3-en-2-yl)azepane-4-carboxamide ClC1=C(C=CC=C1)[C@H]1[C@H](CN(C1)CC(F)(F)F)C(=O)N1CC[C@](CCC1)(C(=O)N[C@H](C)\C=C\S(=O)(=O)C)F